C(C)C(C(=O)OCC)(C(C(=O)OCC)CC)C(C)C diethyl 2,3-diethyl-2-isopropylsuccinate